(benzyloxy)-4-fluoro-1-methoxybenzene C(C1=CC=CC=C1)OC1=C(C=CC(=C1)F)OC